COC(=O)N1[C@H](CCC2=C3C(=CC=C12)N(C(=N3)CC3=CC=C(C=C3)N3C(CCC3)=O)C3CCCCC3)C (1S,4r)-4-((S)-6-(Methoxycarbonyl)-7-methyl-2-(4-(2-oxopyrrolidin-1-yl)benzyl)-6,7,8,9-tetrahydro-3H-imidazo[4,5-f]chinolin-3-yl)cyclohexan